1-(4-((2-(Azepan-1-yl)-5-oxo-5,6-dihydropyrimido[4,5-d]pyridazin-4-yl)amino)phenyl)piperidin N1(CCCCCC1)C=1N=C(C2=C(C=NNC2=O)N1)NC1=CC=C(C=C1)N1CCCCC1